1-(5-((2,6-dichlorobenzyl)oxy)-2,3-dihydro-1H-inden-1-yl)-2,6-dimethylpiperidine-4-carboxylic acid ClC1=C(COC=2C=C3CCC(C3=CC2)N2C(CC(CC2C)C(=O)O)C)C(=CC=C1)Cl